N-((1R,4R)-4-((2-(2-(methylamino)quinazolin-4-yl)-2,7-diazaspiro[3.5]nonan-7-yl)methyl)cyclohexyl)ethanesulfonamide CNC1=NC2=CC=CC=C2C(=N1)N1CC2(C1)CCN(CC2)CC2CCC(CC2)NS(=O)(=O)CC